2-(1-(4-amino-3-(3,4-dimethoxyphenyl)-1H-pyrazolo[3,4-d]pyrimidin-1-yl)propyl)-3-cyclopropyl-6-fluoroquinazolin-4(3H)-one NC1=C2C(=NC=N1)N(N=C2C2=CC(=C(C=C2)OC)OC)C(CC)C2=NC1=CC=C(C=C1C(N2C2CC2)=O)F